FC1=C(/C=C/B2OC(C(O2)(C)C)(C)C)C=CC(=C1)F (E)-2-(2,4-difluorostyryl)-4,4,5,5-tetramethyl-1,3,2-dioxaborolane